N1=NNC2=NC(=CC=C21)C=2C=C(C(=O)NC1=CC=C(C=C1)OC(C)C1CC1)C=CC2 3-(3H-[1,2,3]triazolo[4,5-b]pyridin-5-yl)-N-(4-(1-cyclopropylethoxy)phenyl)benzamide